COC1=C(CN2C(N(CCC2=O)C=2C=NN3C2C=C(C=C3)CN3C[C@H]2CC[C@@H](C3)N2C(=O)OC(C)(C)C)=O)C=CC(=C1)OC tert-butyl (1R,5S)-3-((3-(3-(2,4-dimethoxybenzyl)-2,4-dioxotetrahydropyrimidin-1(2H)-yl)pyrazolo[1,5-a]pyridin-5-yl)methyl)-3,8-diazabicyclo[3.2.1]octane-8-carboxylate